FC1(CC[C@@H](N(C1)C(=O)C1=NC(=CC=C1C)NC1=NC=CC(=C1)OC(F)(F)F)CNS(=O)(=O)C)F (R)-N-((5,5-difluoro-1-(3-methyl-6-((4-(trifluoromethoxy)pyridin-2-yl)amino)pyridine-2-carbonyl)piperidin-2-yl)methyl)methanesulfonamide